ethyl 1-(4-cyanophenyl)-4-nitro-1H-pyrazole-5-carboxylate C(#N)C1=CC=C(C=C1)N1N=CC(=C1C(=O)OCC)[N+](=O)[O-]